(5-fluoro-1-isopropyl-1H-indazol-3-yl)(4-(2-(trifluoromethyl)phenyl)piperidin-1-yl)methanone FC=1C=C2C(=NN(C2=CC1)C(C)C)C(=O)N1CCC(CC1)C1=C(C=CC=C1)C(F)(F)F